Cl.OC1=C(CNCCC2=CC(=C(C=C2OC)S(=O)(C)=N)OC)C=CC=C1 (4-(2-((2-hydroxybenzyl)amino)ethyl)-2,5-dimethoxyphenyl)(imino)(methyl)-λ6-sulfanone hydrochloride